2-bromo-1-methyl-4-nitrobenzene BrC1=C(C=CC(=C1)[N+](=O)[O-])C